racemic-hydrocyanic acid C#N